potassium furandicarboxylate O1C(=C(C=C1)C(=O)[O-])C(=O)[O-].[K+].[K+]